(S)-tert-butyl (1-(5-carbamoyl-4-((2'-chloro-5'-methoxy-[1,1'-biphenyl]-3-yl)amino)pyrimidin-2-yl)piperidin-3-yl)carbamate C(N)(=O)C=1C(=NC(=NC1)N1C[C@H](CCC1)NC(OC(C)(C)C)=O)NC=1C=C(C=CC1)C1=C(C=CC(=C1)OC)Cl